C1(=CC(=CC=C1)\C=C/1\C(N\C(\C(N1)=O)=C/C=1N=CNC1C(C)(C)C)=O)\C=C/1\C(N\C(\C(N1)=O)=C/C=1N=CNC1C(C)(C)C)=O (3Z,3'Z,6Z,6'Z)-6,6'-(1,3-phenylenebis(methaneylylidene))bis(3-((5-(tert-butyl)-1H-imidazol-4-yl)methylene)piperazine-2,5-dione)